ClC=1C(=NC=C(C1)C1=CC=C(C=C1)N1C[C@@H](CC1)F)N (R)-3-chloro-5-(4-(3-fluoropyrrolidin-1-yl)phenyl)pyridin-2-amine